methyl (S)-4-(3-fluoro-2-(3-fluorocyclobutyl)phenyl)-2-ethyl-5-oxo-1,4,5,7-tetrahydrofuro[3,4-b]pyridine-3-carboxylate FC=1C(=C(C=CC1)[C@@H]1C2=C(NC(=C1C(=O)OC)CC)COC2=O)C2CC(C2)F